(+/-)-benzyl ((5-(4-(((3S,4R)-3-fluoropiperidin-4-yl)amino)-1-(2,2,2-trifluoroethyl)-1H-indol-2-yl)-1,2,4-oxadiazol-3-yl)methyl)carbamate F[C@H]1CNCC[C@H]1NC1=C2C=C(N(C2=CC=C1)CC(F)(F)F)C1=NC(=NO1)CNC(OCC1=CC=CC=C1)=O |r|